FC=1C=C(C=CC1)C1=CC(=CN1)C#N 5-(3-fluorophenyl)-1H-pyrrole-3-carbonitrile